C(C)(C)(C)OC([C@H](CC1=CC=C(C=C1)O)N)=O (S)-2-amino-3-(4-hydroxy-phenyl)-propionic acid tert-butyl ester